1-((5-(Aminomethyl)-1-(4,4,4-trifluorobutyl)-1H-indol-2-yl)methyl)-4,6-difluoro-3-(2,2,2-trifluoroethyl)-1,3-dihydro-2H-benzo[d]imidazol-2-one NCC=1C=C2C=C(N(C2=CC1)CCCC(F)(F)F)CN1C(N(C2=C1C=C(C=C2F)F)CC(F)(F)F)=O